2-(tetrahydro-2H-pyran-2-yl)phthalazin-1(2H)-one O1C(CCCC1)N1C(C2=CC=CC=C2C=N1)=O